O=C1NC=2C(=NC=CC2C2=CC=C(C=C2)NC(=O)N2CC(C2)(C)C)N1 N-(4-(2,3-dihydro-2-oxo-1H-imidazo[4,5-b]pyridin-7-yl)phenyl)-3,3-dimethyl-azetidine-1-carboxamide